3-[3-[4-(azetidin-3-yl)phenyl]-5-phenyl-imidazo[4,5-b]pyridin-2-yl]pyridin-2-amine N1CC(C1)C1=CC=C(C=C1)N1C(=NC=2C1=NC(=CC2)C2=CC=CC=C2)C=2C(=NC=CC2)N